Ethyl 2-chloro-4-((trans-4-cyanocyclohexyl)amino)pyrimidine-5-carboxylate ClC1=NC=C(C(=N1)N[C@@H]1CC[C@H](CC1)C#N)C(=O)OCC